1,1,1,2,4,4,4-Heptafluorobutane FC(C(CC(F)(F)F)F)(F)F